[Cl-].[Cl-].C(=C)[Zr+2](C1C=CC2=CC=CC=C12)C1C=CC2=CC=CC=C12 vinylbis(1-indenyl)zirconium dichloride